ethyl 2-(6-cyclopropylimidazo[1,2-a]pyridin-2-yl)acetate C1(CC1)C=1C=CC=2N(C1)C=C(N2)CC(=O)OCC